4-amino-6'-[(2R)-2-methyl-3-{[(5R)-5-methyl-5,6,7,8-tetrahydroquinolin-4-yl]oxy}propyl]-6',7'-dihydro-2'H-spiro[cyclohexane-1,5'-[1,3]dioxolo[4,5-f]isoindole]-4-carboxylic acid NC1(CCC2(N(CC=3C=C4C(=CC23)OCO4)C[C@H](COC4=CC=NC=2CCC[C@H](C42)C)C)CC1)C(=O)O